COC(=O)C1=CC(=CC=2OC(OC(C21)OC([2H])([2H])[2H])(C2CCC(CC2)=O)C)Cl 7-Chloro-4-(methoxy-d3)-2-methyl-2-(4-oxocyclohexyl)benzo[d][1,3]dioxan-5-carboxylic acid methyl ester